C12CNCC(N1C(=O)OC(C)(C)C)C2 tert-butyl 3,6-diazabicyclo[3.1.1]-heptane-6-carboxylate